C1(=CC=CC=C1)CC(C(=O)O)(C)C phenyl-2,2-dimethylpropionic acid